O1C=C(C=C1)CN1CC(CC1)CNC(=O)C1CCN(CC1)C1=NC(=NO1)C1=CC=C(C=C1)OC N-((1-(Furan-3-ylmethyl)pyrrolidin-3-yl)methyl)-1-(3-(4-methoxyphenyl)-1,2,4-oxadiazol-5-yl)piperidine-4-carboxamide